isovaleryL-tyrosyl-L-valyl-DL-tyrosinal C(CC(C)C)(=O)N[C@@H](CC1=CC=C(C=C1)O)C(=O)N[C@@H](C(C)C)C(=O)N[C@@H](CC1=CC=C(C=C1)O)C=O |&1:26|